tributyl-stannyl-amine C(CCC)[Sn](N)(CCCC)CCCC